CC(C)(C)OC(=O)N1CC=2C(=C1)C(=CC2)N (3aS,4R,6aR)-4-Aminocyclopenta[c]pyrrole-2(1H)-carboxylic acid 2-methyl-2-propyl ester